nickel-platinum-silicon [Si].[Pt].[Ni]